ClC=1N=C(C(=NC1C(F)(F)F)C=O)OC 5-chloro-3-methoxy-6-(trifluoromethyl)pyrazine-2-carbaldehyde